N-Acetylglucosamin C(C)(=O)N[C@H]1C(O)O[C@@H]([C@H]([C@@H]1O)O)CO